4-(2,6-dimethoxyphenyl)-5-(2-methoxyethoxy)-6-oxopyran-2-carboxylic acid COC1=C(C(=CC=C1)OC)C=1C=C(OC(C1OCCOC)=O)C(=O)O